(4R)-N-[5-[1-(difluoromethyl)cyclopropyl]-3-pyridyl]-4-methyl-2-(1-methyl-2-oxo-4-piperidyl)-3,4-dihydro-1H-isoquinoline-7-carboxamide FC(C1(CC1)C=1C=C(C=NC1)NC(=O)C1=CC=C2[C@H](CN(CC2=C1)C1CC(N(CC1)C)=O)C)F